L-glutamic acid diamyl ester C(CCCC)OC([C@@H](N)CCC(=O)OCCCCC)=O